ClC1=CC(=C(C=C1)[C@@]1(OC2=C(O1)C=CC=C2C2CCN(CC2)CC=2N(C=C(N2)C(=O)OCC)COCC[Si](C)(C)C)C)F ethyl (S)-2-((4-(2-(4-chloro-2-fluorophenyl)-2-methylbenzo[d][1,3]dioxol-4-yl) piperidin-1-yl) methyl)-1-((2-(trimethylsilyl)ethoxy)methyl)-1H-imidazole-4-carboxylate